5,6-dibromo-2,3-dihydro-1,1,2,2,3,3-hexa(methyl-d3)-1H-indene BrC=1C=C2C(C(C(C2=CC1Br)(C([2H])([2H])[2H])C([2H])([2H])[2H])(C([2H])([2H])[2H])C([2H])([2H])[2H])(C([2H])([2H])[2H])C([2H])([2H])[2H]